NC1=NC(=CC2=C1C(NN=C2CO)=O)Br 5-amino-7-bromo-1-(hydroxymethyl)pyrido[3,4-d]pyridazin-4(3H)-one